(Z)-3-(2-(1-(2-cyano-N-methyl-3-{thiazol-2-yl}acrylamido)butyl)phenyl)propanoic acid C(#N)/C(/C(=O)N(C)C(CCC)C1=C(C=CC=C1)CCC(=O)O)=C/C=1SC=CN1